(3E)-1-bromo-14,14-dipropoxy-3-tetradecene BrCC\C=C\CCCCCCCCCC(OCCC)OCCC